C1(=CC=CC=C1)C(C[Se]C1=CC=CC=C1)N1C=CC2=CC=CC=C12 1-(1-phenyl-2-(phenylseleno)ethyl)-1H-indole